(2-((3,7-dimethylnon-6-en-1-yl)oxy)propan-2-yl)benzene CC(CCOC(C)(C)C1=CC=CC=C1)CCC=C(CC)C